rac-5-((1R,2R)-2-(ethoxycarbonyl)cyclopropyl)-4,4-difluoropentyl benzoate C(C1=CC=CC=C1)(=O)OCCCC(C[C@@H]1[C@@H](C1)C(=O)OCC)(F)F |r|